(1S,3R)-3-((5-amino-3-ethyl-8-(1-(4-((1-methylpiperidin-4-yl)oxy)phenyl)-1H-pyrazol-4-yl)pyridino[3,4-b]pyrazin-2-yl)amino)cyclopentan-1-ol NC1=NC=C(C=2C1=NC(=C(N2)N[C@H]2C[C@H](CC2)O)CC)C=2C=NN(C2)C2=CC=C(C=C2)OC2CCN(CC2)C